Cl.NC1=CC=CC=2C=C3N(C12)C1(OC3=O)CCC1 amino-1'H-spiro[cyclobutane-1,3'-oxazolo[3,4-a]indol]-1'-one hydrochloride